gallium-Zinc Oxide [O-2].[Zn+2].[Ga+3]